4-chloro-6-methyl-N-(3-methyl-1,2,4-thiadiazol-5-yl)-3-pyridinecarboxamide ClC1=C(C=NC(=C1)C)C(=O)NC1=NC(=NS1)C